1-Methyl-1-(2-methoxyethyl)pyrrolidinium C[N+]1(CCCC1)CCOC